(1E,3E,5E)-1,6-diphenylhexa-1,3,5-triene C1(=CC=CC=C1)\C=C\C=C\C=C\C1=CC=CC=C1